3-(7-fluoroimidazo[1,2-a]pyridin-3-yl)-1,2-Dihydropyrrole FC1=CC=2N(C=C1)C(=CN2)C2CNC=C2